5-((4-(Difluoromethyl)-6-fluoro-1H-indol-5-yl)oxy)-2-fluorobenzonitrile FC(C1=C2C=CNC2=CC(=C1OC=1C=CC(=C(C#N)C1)F)F)F